[N+](=O)([O-])[C@@H]1[C@H](C1)C1CCC(CC1)NC(OC(C)(C)C)=O tert-butyl ((1r,4r)-4-((1R,2S)-2-nitrocyclopropyl)cyclohexyl)carbamate